BrC=1C=CC(=NC1)NC(C(CCC)C1=CC(=NC=C1)Br)=O 2-(2-Bromo-pyridin-4-yl)-pentanoic Acid (5-bromo-pyridin-2-yl)-amide